FC(OC=1C=C(C=CC1)N1C(C(C2=CC(=CC=C12)C(=O)N[C@H]1CS(C[C@@H]1C)(=O)=O)(C)C)=O)F 1-(3-(difluoromethoxy)phenyl)-3,3-dimethyl-N-((3R,4R)-4-methyl-1,1-dioxidotetrahydrothiophen-3-yl)-2-oxoindoline-5-carboxamide